3-(5-{1-[(6,7-dimethoxy-2-methylquinazolin-4-yl)-amino]ethyl}-thiophen-2-yl)-N,N-dimethyl-benzamide COC=1C=C2C(=NC(=NC2=CC1OC)C)NC(C)C1=CC=C(S1)C=1C=C(C(=O)N(C)C)C=CC1